7-Amino-4-cyclopropyl-6-(7-fluoro-1H-indazol-4-yl)-3-methyl-9H-imidazo[4,5-h]quinolin-8-one NC=1C(NC=2C3=C(C(=CC2C1C1=C2C=NNC2=C(C=C1)F)C1CC1)N(C=N3)C)=O